1,3-dihydroxypropan-2-yl hexadecanoate C(CCCCCCCCCCCCCCC)(=O)OC(CO)CO